6-amino-3-isopropylpyrimidine-2,4(1H,3H)-dione NC1=CC(N(C(N1)=O)C(C)C)=O